2-(3,3-diphenyl-allyl)-1,3-diphenyl-propane C1(=CC=CC=C1)C(=CCC(CC1=CC=CC=C1)CC1=CC=CC=C1)C1=CC=CC=C1